C(CCC)P butyl{phosphine}